5-methyl-5-nonyl-tetrahydrofuran-2-one CC1(CCC(O1)=O)CCCCCCCCC